C(C)(C)(C)C=1N=C2N(C=CC(=C2)OC2CCC2)C1 2-(tert-butyl)-7-cyclobutoxyimidazo[1,2-a]pyridine